N1(CCCC1)C1=NOC(=N1)[C@H](C)NC(OC(C)(C)C)=O tert-butyl (S)-(1-(3-(pyrrolidin-1-yl)-1,2,4-oxadiazol-5-yl)ethyl)carbamate